C(#N)C=1C=C(C=CC1)N1N=C(N=C1)C(=O)NC[C@@H]1[C@H](N(CC1)C(=O)OC(C)(C)C)C tert-butyl (2R,3R)-3-((1-(3-cyanophenyl)-1H-1,2,4-triazole-3-carboxamido) methyl)-2-methylpyrrolidine-1-carboxylate